((7-cyano-4-(4-(trifluoromethoxy)phenyl)benzo[d]thiazol-6-yl)methyl)carbamic acid tert-butyl ester C(C)(C)(C)OC(NCC1=C(C2=C(N=CS2)C(=C1)C1=CC=C(C=C1)OC(F)(F)F)C#N)=O